6-fluoroimidazo[1,2-b]pyridazine FC=1C=CC=2N(N1)C=CN2